N-[(1r,4R)-4-hydroxycyclohexane-1-carbonyl]-3-(naphthalen-2-yl)-D-alanine methyl ester COC([C@H](NC(=O)C1CCC(CC1)O)CC1=CC2=CC=CC=C2C=C1)=O